5-([1,1'-biphenyl]-4-ylmethoxy)-1H-imidazole-2-carboxylic acid C1(=CC=C(C=C1)COC1=CN=C(N1)C(=O)O)C1=CC=CC=C1